4-([1,1'-biphenyl]-4-yl)-2-(4-fluorophenyl)-6-phenylpyridine C1(=CC=C(C=C1)C1=CC(=NC(=C1)C1=CC=CC=C1)C1=CC=C(C=C1)F)C1=CC=CC=C1